C(CCCCCCCCCCCCCC)[Na] 1-pentadecyl-sodium